3-(4-Fluoro-2-(3-fluorophenyl)pyrrolidine-1-carbonyl)bicyclo[1.1.1]pentane-1-carboxylic acid methyl ester COC(=O)C12CC(C1)(C2)C(=O)N2C(CC(C2)F)C2=CC(=CC=C2)F